O1CCC(CC1)CN[C@@H](C)C(=O)[O-] (tetrahydro-2H-pyran-4-yl)methyL-alaninate